BrC1=C(C=NN(C1=O)C)N[C@@H]1C[C@@H](CN(C1)C)C1=CC=C(C(=O)N2CCC(CC2)C2=CC=C(C=C2)CN2C(NC(CC2)=O)=O)C=C1 1-[[4-[1-[4-[(3R,5R)-5-[(5-bromo-1-methyl-6-oxo-pyridazin-4-yl)amino]-1-methyl-3-piperidyl]benzoyl]-4-piperidyl]phenyl]methyl]hexahydropyrimidine-2,4-dione